O(C1=CC=CC=C1)C1CCN(CC1)CCN(C(CCC)=O)C1=CC=CC=C1 N-(2-(4-phenoxypiperidin-1-yl)ethyl)-N-phenylbutanamide